1,2,3,5-Tetrakis-(mercaptomethyl)benzol SCC1=C(C(=CC(=C1)CS)CS)CS